3-fluoro-2-[4-[[(3R)-1-(2-hydroxyethyl)-3-piperidyl]amino]pyrido[3,4-d]pyridazin-1-yl]phenol FC=1C(=C(C=CC1)O)C1=C2C(=C(N=N1)N[C@H]1CN(CCC1)CCO)C=NC=C2